FC=1C=CC(=C(OC=2C=CC=C3C[C@H](C(N(C23)C)=O)NC(=O)N)C1)C ((3R)-8-(5-fluoro-2-methylphenoxy)-1-methyl-2-oxo-1,2,3,4-tetrahydroquinolin-3-yl)urea